(E)-N-hydroxy-3-(4-(6-(((2R,3R,4S,5S,6R)-3,4,5-trihydroxy-6-(hydroxyl-methyl)tetrahydro-2H-pyran-2-yl)oxy)naphthalen-2-yl)-1H-1,2,3-triazol-1-yl)acrylamide ONC(\C=C\N1N=NC(=C1)C1=CC2=CC=C(C=C2C=C1)O[C@H]1O[C@@H]([C@H]([C@@H]([C@H]1O)O)O)CO)=O